2-(2,4-difluorobenzoyl)-2,3,4,9-tetrahydro-1H-β-carboline FC1=C(C(=O)N2CC=3NC4=CC=CC=C4C3CC2)C=CC(=C1)F